2-fluoro-5-methoxy-4-((1S,2S)-6-((2-methoxyethoxy)methoxy)-2-phenyl-1,2,3,4-tetrahydronaphthalen-1-yl)phenyl 1,1,2,2,3,3,4,4,4-nonafluorobutane-1-sulfonate FC(C(C(C(F)(F)F)(F)F)(F)F)(S(=O)(=O)OC1=C(C=C(C(=C1)OC)[C@H]1[C@H](CCC2=CC(=CC=C12)OCOCCOC)C1=CC=CC=C1)F)F